α-Cyano-(3,4-dihydroxy)cinnamoyl-(3',4'-dihydroxyphenyl)ketone C(#N)C(C(=O)C1=C(C=CC(=C1O)O)C(=O)C1=C(C(=C(C=C1)O)O)C(C(=CC1=CC(=C(C=C1)O)O)C#N)=O)=CC1=CC(=C(C=C1)O)O